2-(5-amino-2-(furan-2-yl)-7H-pyrazolo[4,3-e][1,2,4]triazolo[1,5-c]pyrimidin-7-yl)-N-((3S,4R)-4-hydroxytetrahydrofuran-3-yl)-2-phenylpropanamide NC1=NC2=C(C=3N1N=C(N3)C=3OC=CC3)C=NN2C(C(=O)N[C@H]2COC[C@@H]2O)(C)C2=CC=CC=C2